trimethyl-(5-phenyl-1-(phenylsulfonyl)pentyl)germane C[Ge](C(CCCCC1=CC=CC=C1)S(=O)(=O)C1=CC=CC=C1)(C)C